FC=1C=C2C(=C(N(C2=CC1)C1=CC(=C(C=C1)F)C)C(C)C)C1=NC(=NO1)C(=O)OCC ethyl 5-[5-fluoro-1-(4-fluoro-3-methyl-phenyl)-2-isopropyl-indol-3-yl]-1,2,4-oxadiazole-3-carboxylate